Dirhodium tetratrifluoroacetate FC(C(=O)[O-])(F)F.FC(C(=O)[O-])(F)F.FC(C(=O)[O-])(F)F.FC(C(=O)[O-])(F)F.[Rh+3].[Rh+3]